CN1C=NC(=C1C1=CC=C(N1)C(=O)N1C[C@H](CC1)C(=O)NC1=CC(=C(C(=C1)F)F)F)C (S)-1-(5-(1,4-dimethyl-1H-imidazol-5-yl)-1H-pyrrole-2-carbonyl)-N-(3,4,5-trifluorophenyl)pyrrolidine-3-carboxamide